2-(((S)-8-((3S,5R)-4-acryloyl-3,5-dimethylpiperazin-1-yl)-11-(4-fluorophenyl)-6-oxo-10-(trifluoromethyl)-3,4-dihydro-2H,6H-[1,4]thiazepino[2,3,4-ij]quinazolin-3-yl)oxy)acetamide C(C=C)(=O)N1[C@H](CN(C[C@H]1C)C1=NC(N2C3=C(C(=C(C=C13)C(F)(F)F)C1=CC=C(C=C1)F)SC[C@H](C2)OCC(=O)N)=O)C